ClC=1C(N(N=CC1NC[C@H]1COCCC1)[C@@H]1CC[C@@H](CC1)N(C1=CC=C(C=C1)F)C(C)C)=O Cis-4-chloro-2-[4-(4-fluoro-N-isopropyl-anilino)cyclohexyl]-5-[[(3S)-tetrahydropyran-3-yl]methylamino]pyridazin-3-one